2-(2-aminoethyl)isoindoline-1,3-dione hydrochloride Cl.NCCN1C(C2=CC=CC=C2C1=O)=O